azelaic acid tert-butyl ester C(C)(C)(C)OC(CCCCCCCC(=O)O)=O